BrC=1C=C2CCN(CC2=CC1)C(=O)OCC1=CC=CC=C1 Benzyl 6-bromo-3,4-dihydro-1H-isoquinoline-2-carboxylate